CC=CC(=O)OCC[SiH2]C(OC)OC β-methylacryloxyethyl-dimethoxymethyl-silane